C(C1=CC=CC=C1)C1=C2N(C=C(N1)C1=CC(=C(C=C1)F)[N+](=O)[O-])C(C(=N2)CC=2OC=CC2)=O 8-benzyl-6-(4-fluoro-3-nitrophenyl)-2-(furan-2-ylmethyl)imidazo[1,2-a]Pyrazin-3(7H)-one